2-Bromo-1-(3-chlorophenyl)ethan-1-one BrCC(=O)C1=CC(=CC=C1)Cl